2-Amino-1-(3-chlorophenyl)ethan NCCC1=CC(=CC=C1)Cl